FC12C(CN(CC1)CC2)=O 4-fluoro-1-azabicyclo[2.2.2]octan-3-one